2-Chloro-N-(dicyclopentylmethyl)-9-((3aR,3bS,4aS,5R,5aS)-3b-(((2-fluorophenyl)thio)methyl)-2,2-dimethylhexahydrocyclopropa[3,4]cyclopenta[1,2-d][1,3]dioxol-5-yl)-9H-purin-6-amine ClC1=NC(=C2N=CN(C2=N1)[C@@H]1[C@@H]2[C@]([C@@H]3[C@H]1OC(O3)(C)C)(C2)CSC2=C(C=CC=C2)F)NC(C2CCCC2)C2CCCC2